trans-3-amino-4-hydroxypiperidine-1-carboxylic acid benzyl ester C(C1=CC=CC=C1)OC(=O)N1C[C@H]([C@@H](CC1)O)N